2-(6-{1-[(3S)-1-(1,3-dioxolan-2-yl)-4-methylpentan-3-yl]azetidin-3-yl}-3-methylimidazo[1,5-a]pyridin-8-yl)-5-fluoro-N,N-di(isopropyl)benzamide O1C(OCC1)CC[C@@H](C(C)C)N1CC(C1)C=1C=C(C=2N(C1)C(=NC2)C)C2=C(C(=O)N(C(C)C)C(C)C)C=C(C=C2)F